ClC=1C=C(C(=C2C(N(CC12)C1C(NC(CC1)=O)=O)=O)F)CNC(OCC1=NN2C([C@H](OCC2)C)=C1)=O ((R)-4-methyl-6,7-dihydro-4H-pyrazolo[5,1-c][1,4]oxazin-2-yl)methyl ((7-chloro-2-(2,6-dioxopiperidin-3-yl)-4-fluoro-3-oxoisoindolin-5-yl)methyl)carbamate